C(C)(C)(C)OC(=O)N1CC(C1)(NC(=O)OCC1C2=CC=CC=C2C=2C=CC=CC12)C(=O)N[C@H](C(=O)OC)CCC(=O)OCC1=CC=CC=C1 5-benzyl 1-methyl (2S)-2-{[1-(tert-butoxy carbonyl)-3-{[(9H-fluoren-9-ylmethoxy)carbonyl]amino}azetidin-3-yl]formamido}pentanedioate